CC=1C=CC=C2C=CN=C(C12)N(C(=O)N1CCC2(OCCC3=C2SC=C3)CC1)[C@H]1CNCCC1 (R)-N-(8-methylisoquinolin-1-yl)-N-(piperidin-3-yl)-4',5'-dihydrospiro[piperidine-4,7'-thieno[2,3-c]pyran]-1-carboxamide